(R)-(1-methyl-1H-pyrazol-5-yl)(4-(pyrazolo[1,5-a]pyridin-2-yl)-6,7-dihydro-1H-imidazo[4,5-c]pyridin-5(4H)-yl)methanone CN1N=CC=C1C(=O)N1[C@H](C2=C(CC1)NC=N2)C2=NN1C(C=CC=C1)=C2